(+)-N-((2-((2-(3-chlorophenyl)-1-hydroxy-propan-2-yl)amino)-1H-benzo[d]imidazol-4-yl)methyl)azetidine-1-carboxamide ClC=1C=C(C=CC1)C(CO)(C)NC1=NC2=C(N1)C=CC=C2CNC(=O)N2CCC2